(±)-3-(5-(7,8-Dimethyl-[1,2,4]triazolo[1,5-a]pyridin-6-yl)-4-isopropyl-1H-pyrazol-3-yl)-7,7a,8,9,10,11-hexahydro-5H-pyrazino[2,1-c]pyrido[2,3-e][1,4]oxaazepine CC1=C(C=2N(C=C1C1=C(C(=NN1)C1=CC3=C(N4[C@@H](COC3)CNCC4)N=C1)C(C)C)N=CN2)C |r|